dimethyl 1,4,5,8-naphthalenetetracarboxylate C1(=CC=C(C=2C(=CC=C(C12)C(=O)[O-])C(=O)[O-])C(=O)OC)C(=O)OC